C(CCC)O[C@H](C(=O)O)C (2S)-2-BUTOXYPROPANOIC ACID